tridecyl fluorooctyl-sulfonate FCCCCCCCCS(=O)(=O)OCCCCCCCCCCCCC